2-methoxybenzoic acid Methyl ester (Methyl 2-methoxybenzoate) CC=1C(=C(C(=O)O)C=CC1)OC.COC(C1=C(C=CC=C1)OC)=O